N-(3,5-difluoro-2-methoxyphenyl)-4-({[3-(2-methoxy-2-methylpropoxy)pyridin-4-yl]methyl}amino)-2-oxo-1,2,5,6-tetrahydropyridine-3-carbothioamide FC=1C(=C(C=C(C1)F)NC(=S)C=1C(NCCC1NCC1=C(C=NC=C1)OCC(C)(C)OC)=O)OC